phenyl (5-bromo-2-fluoro-4-methylphenyl)carbamate BrC=1C(=CC(=C(C1)NC(OC1=CC=CC=C1)=O)F)C